3-methylcarboxymethyl-1,2-dimethylimidazolinium CN1C([N+](CC1)(C)CC(=O)O)C